N1CC(C1)NC(=O)C1=CC=2N=C(N=C(C2O1)N1CCOCC1)N/N=C/C=1C=C(C=CC1)C N-(azetidin-3-yl)-4-morpholino-2-[(2E)-2-(m-tolylmethylene)hydrazino]furo[3,2-d]pyrimidine-6-carboxamide